ClC1=C(CNC(=O)[C@]2(C=3C=CC=NC3[C@@](CC2)(CSCCO)O)F)C=CC(=C1)Cl (5S,8S)-N-(2,4-dichlorobenzyl)-5-fluoro-8-hydroxy-8-(((2-hydroxyethyl)thio)methyl)-5,6,7,8-tetrahydroquinoline-5-carboxamid